ClC1=NC=C(C(=C1F)N1C(C=C(C=C1C)O)=O)C 2'-chloro-3'-fluoro-4-hydroxy-5',6-dimethyl-2H-[1,4'-bipyridin]-2-one